2-[(butylsulfonyl)methyl]glutaric acid C(CCC)S(=O)(=O)CC(C(=O)O)CCC(=O)O